(-)-dibenzoyl tartrate C(=O)(OC(C1=CC=CC=C1)=O)C(O)C(O)C(=O)OC(C1=CC=CC=C1)=O